ClC1=C(C#N)C=C(C=C1)C(=O)N1CC=2C(=NN3C2C(N(C[C@H]3C)[C@H](C)C3=CC=C(C=C3)C3(CC3)O)=O)C[C@H]1C |o1:23| 2-Chloro-5-((3R,7R)-9-((R*)-1-(4-(1-hydroxycyclopropyl)phenyl)ethyl)-3,7-dimethyl-10-oxo-1,2,3,4,7,8,9,10-octahydropyrido[4',3':3,4]pyrazolo[1,5-a]pyrazine-2-carbonyl)benzonitrile